N-(7-chloro-6-(1-(4-hydroxy-3-methyltetrahydrofuran-3-yl)piperidin-4-yl)isoquinolin-3-yl)-2-(pyridin-3-yl)cyclopropane-1-carboxamide ClC1=C(C=C2C=C(N=CC2=C1)NC(=O)C1C(C1)C=1C=NC=CC1)C1CCN(CC1)C1(COCC1O)C